(3,3-difluoro-1-azabicyclo[3.2.0]heptane-5-yl)methanol FC1(CN2CCC2(C1)CO)F